tert.-Butyl-4-Hydroxybenzoate C(C)(C)(C)OC(C1=CC=C(C=C1)O)=O